4-(azidomethyl)benzonitrile N(=[N+]=[N-])CC1=CC=C(C#N)C=C1